4-(2-(2-(2-isopropylphenyl)-4-(4-methoxy-3-methylbenzyl)piperazin-1-yl)-7-azaspiro[3.5]nonan-7-yl)benzamide C(C)(C)C1=C(C=CC=C1)C1N(CCN(C1)CC1=CC(=C(C=C1)OC)C)C1CC2(C1)CCN(CC2)C2=CC=C(C(=O)N)C=C2